cyclobutyl-2-methyl-5-(4H-1,2,4-triazol-3-yl)benzoic acid C1(CCC1)C=1C(=C(C(=O)O)C=C(C1)C1=NN=CN1)C